CC1=CC=C(C(=O)NC)C=C1 p-methyl-N-methylbenzamide